[N+](=O)([O-])C1=CC=C(C=C1)NC(=O)C1CCCCC1 N-(4-nitrophenyl)cyclohexaneformamide